1-[1-{5-Chloro-2-[(trifluoromethanesulfonyl)oxy]phenyl}piperidin-3-yl]-5-(trifluoromethyl)-1H-pyrazole-4-carboxylic acid ethyl ester C(C)OC(=O)C=1C=NN(C1C(F)(F)F)C1CN(CCC1)C1=C(C=CC(=C1)Cl)OS(=O)(=O)C(F)(F)F